6-[4-[Acetyl(cyclopropylmethyl)amino]-3-chloro-phenyl]-N-[(5-fluoro-3-pyridyl)methyl]pyridine-3-carboxamide C(C)(=O)N(C1=C(C=C(C=C1)C1=CC=C(C=N1)C(=O)NCC=1C=NC=C(C1)F)Cl)CC1CC1